5-[[4-(2-methoxyethyl)phenoxy]methyl]-3-methyl-1-phenyl-pyrazole COCCC1=CC=C(OCC2=CC(=NN2C2=CC=CC=C2)C)C=C1